OC(C)(C)C1CC2(C1)C[C@H](N(CC2)CC2=C1C=CNC1=C(C=C2OC)C)C2=CC=C(C=C2)C(C)(C)O 2-(4-((2S,4r,6S)-2-(2-hydroxypropan-2-yl)-7-((5-methoxy-7-methyl-1H-indol-4-yl)methyl)-7-azaspiro[3.5]nonan-6-yl)phenyl)propan-2-ol